3-(2-{[3,5-bis(trifluoromethyl)phenyl]amino}pyrimidin-4-yl)-N-[2-(dimethylamino)ethyl]-1-methyl-1H-pyrazole-5-carboxamide hydrochloride Cl.FC(C=1C=C(C=C(C1)C(F)(F)F)NC1=NC=CC(=N1)C1=NN(C(=C1)C(=O)NCCN(C)C)C)(F)F